1-(2-chloro-3,5-dimethoxymethylphenyl)-3-(3-bromo-4-methoxyphenyl)-(2E)-2-propen-1-one ClC1=C(C=C(C=C1COC)COC)C(\C=C\C1=CC(=C(C=C1)OC)Br)=O